(S)-4-bromo-2,3-dichloro-N-(1,1,1-trifluorobut-2-yl)benzenesulfonamide BrC1=C(C(=C(C=C1)S(=O)(=O)N[C@H](C(F)(F)F)CC)Cl)Cl